Hexylphosphat C(CCCCC)OP(=O)([O-])[O-]